2,4-dichlorodibenzo[f,H]quinoline ClC1=NC2=C3C(=C4C(=C2C(=C1)Cl)C=CC=C4)C=CC=C3